COC1=CC=C(C=C1)CN1C(N(CCC1=O)C=1C=NC2=CC=C(C=C2C1)CNC(OC(C)(C)C)=O)=O tert-butyl N-[[3-[3-[(4-methoxyphenyl) methyl]-2,4-dioxo-hexahydropyrimidin-1-yl]-6-quinolyl]methyl]carbamate